ClC1=CC(=C(C(=N1)O)[N+](=O)[O-])C 6-chloro-4-methyl-3-nitropyridin-2-ol